C1(CCCCC1)[C@]1(OCC2=CC(=CC=C2[C@@H]1C1=CC=C(C=C1)N1CCC(CC1)C=O)O)C 1-(4-((3R,4S)-3-cyclohexyl-7-hydroxy-3-methylisochroman-4-yl)phenyl)piperidine-4-carbaldehyde